Cl[SiH]1C[Si](C1)(C)C 1-chloro-3,3-dimethyl-1,3-disilacyclobutane